[Si](C)(C)(C(C)(C)C)OC1CC(CC1)COC1=NN=C(S1)NC(=O)C=1C=NC(=CC1C1=CC(=NC=C1OC)Cl)C N-(5-((3-((tert-butyldimethylsilyl)oxy)cyclopentyl)methoxy)-1,3,4-thiadiazol-2-yl)-2'-chloro-5'-methoxy-6-methyl-(4,4'-bipyridine)-3-carboxamide